methyl (S)-3-(8-bromo-1-((3-(dimethylamino)propyl)thio)-6-(2-fluorophenyl)-4H-benzo[f][1,2,4]triazolo[4,3-a][1,4]diazepin-4-yl)propionate BrC=1C=CC2=C(C(=N[C@H](C=3N2C(=NN3)SCCCN(C)C)CCC(=O)OC)C3=C(C=CC=C3)F)C1